FC1=C(CNC([C@@H](C)NC(C=CC)=O)=O)C=CC=C1 (R)-4-((1-((2-fluorobenzyl)amino)-1-oxopropan-2-yl)amino)-4-oxobut-2-ene